CC1=C(C=NC=C1)CNC(C)=O N-[(4-methyl-pyridin-3-yl)-methyl]-acetamide